F[C@@H]1[C@@H]([C@]2(CN[C@@]1(C2)C)C)OC2=NN=C(S2)C2=C(C=C(C=C2)N2C=NC=C2)O 2-(5-(((1R,4R,5R,6S)-6-fluoro-1,4-dimethyl-2-azabicyclo[2.2.1]heptan-5-yl)oxy)-1,3,4-thiadiazol-2-yl)-5-(1H-imidazol-1-yl)phenol